C(C)(C)(C)C1=CC=C(C=C1)NC(=O)C1=CN=C[Se]1 N-(4-tert-butylphenyl)-1,3-selenazol-5-carboxamide